CC1C(OC=C1)=O monomethyl-furanone